5-{2-amino-[1,2,4]triazolo[1,5-a]pyridin-7-yl}-N-{[2-(cyclopropylmethoxy)phenyl]methyl}-2-methoxy-6-methylpyridine-3-carboxamide NC1=NN2C(C=C(C=C2)C=2C=C(C(=NC2C)OC)C(=O)NCC2=C(C=CC=C2)OCC2CC2)=N1